dimethyl 5'-methyl-[1,1'-biphenyl]-2,3'-dicarboxylate CC=1C=C(C=C(C1)C=1C(=CC=CC1)C(=O)OC)C(=O)OC